2,3-dimethyl-1,5,6,7,8,9-hexahydrocyclohepta[b]pyrrolo[3,2-e]pyridin-4-amine CC1=C(C=2C(=C3C(=NC2N1)CCCCC3)N)C